NCC1(COCC1)C(=O)OC(C)(C)C tert-butyl 3-(aminomethyl)oxolane-3-carboxylate